OC1OCC(OC1)O 2,5-dihydroxyl-1,4-dioxane